5-(4-(methylsulfonyl)phenyl)oxazole-4-carboxylic acid CS(=O)(=O)C1=CC=C(C=C1)C1=C(N=CO1)C(=O)O